Cl.C[C@@H]1C[C@@H](CNC1)CO [(3S,5R)-5-methylpiperidin-3-yl]methanol hydrochloride